5-(Benzyl(methyl)amino)-2-(oxazol-2-yl)-4,5,6,7-tetrahydro-2H-indazol-3-ol C(C1=CC=CC=C1)N(C1CC2=C(N(N=C2CC1)C=1OC=CN1)O)C